Cl.NC(C)(C)C=1C=C(C=CC1)NC(C(C)C1=CC=2NC3=CC(=CC=C3C2C=C1)F)=O N-(3-(2-aminopropan-2-yl)phenyl)-2-(7-fluoro-9H-carbazol-2-yl)propanamide hydrochloride